O1B(CCC1)O Oxaborolan-2-ol